C1(CCCCC1)P(C=1C=C(C=CC1)C1=C(C=C(C=C1C(C)C)C(C)C)C(C)C)C1CCCCC1 dicyclohexyl[2',4',6'-tri(propan-2-yl)biphenyl-3-yl]phosphane